ClC=1C=NN(C1C1=C(OC=2C(=NC=NC2)N2CC3(C2)CCN(CC3)C(=O)OC(C)(C)C)C=CC(=C1)F)C(C)C tert-butyl 2-(5-(2-(4-chloro-1-isopropyl-1H-pyrazol-5-yl)-4-fluorophenoxy)pyrimidin-4-yl)-2,7-diazaspiro[3.5]nonane-7-carboxylate